C(C)(C)C1=CC=C(C=C)C=C1 para-iso-propylstyrene